FC(C(=O)O)(F)F.C(#N)CC(N1N=CC(=C1)C=1C2=C(N=CN1)NC=C2)C=2C=C(C=CC2)S(=O)(=O)NC2=CC(=C(C=C2)C)C 3-{2-cyano-1-[4-(7H-pyrrolo-[2,3-d]pyrimidin-4-yl)-1H-pyrazol-1-yl]ethyl}-N-(3,4-dimethylphenyl)benzene-sulfonamide trifluoroacetate